CNC(=O)C1=CC=C(C=N1)C=1CCN(CC1)C(=O)OC(C)(C)C tert-butyl 6-(methylcarbamoyl)-3',6'-dihydro-[3,4'-bipyridine]-1'(2'H)-carboxylate